NC1=NC=CC=C1S(=O)(=O)NC(=O)C=1C(=NC(=CC1)C1=CC=C(C=C1)C)N1C(C[C@@H](C1)C)(C)C N-[(2-Amino-3-pyridyl)sulfonyl]-6-(p-tolyl)-2-[(4S)-2,2,4-trimethylpyrrolidin-1-yl]pyridin-3-carboxamid